magnesium sesquisulfite S(=O)(O)O.[Mg+2].S(=O)([O-])[O-].S(=O)([O-])[O-].[Mg+2]